C1(=CC=CC=C1)CC(=O)O.C(C)(=O)NC1=CC2=NC3=C(C=CC=C3C2=CC=C1)NCCC1=CC=CC=C1 7-(acetyl)amino-4-(phenethyl)aminocyclohepta[7,6-b]indole phenylacetate